2-(3-bromo-2-methylphenyl)-5-(methyl-L-prolyl)-5,6-dihydro-4H-pyrrolo[3,4-d]oxazole BrC=1C(=C(C=CC1)C=1OC2=C(N1)CN(C2)C([C@H]2N(CCC2)C)=O)C